C(C)N1[C@@H](CCC1)C(CC)OC1OC(C2=CC=CC=C12)=O (1-((S)-1-ethylpyrrolidin-2-yl)propoxy)isobenzofuran-1(3H)-one